C[C@@]([C@H](CC(=O)[O-])C(=O)[O-])(C(=O)[O-])O The molecule is a tricarboxylic acid trianion resulting from the deprotonation of all three carboxy groups of (2S,3R)-3-hydroxybutane-1,2,3-tricarboxylic acid. It has a role as a human metabolite and a Saccharomyces cerevisiae metabolite. It is a tricarboxylic acid trianion and a 3-hydroxybutane-1,2,3-tricarboxylate. It is a conjugate base of a (2S,3R)-3-hydroxybutane-1,2,3-tricarboxylic acid.